2-[4-(3-aminopyrazol-1-yl)-3-fluoro-phenyl]-2-methyl-propanamide NC1=NN(C=C1)C1=C(C=C(C=C1)C(C(=O)N)(C)C)F